(2-ethoxypyridin-3-yl)boronic acid C(C)OC1=NC=CC=C1B(O)O